5-iodo-3-((6-isopropylpyridin-3-yl)amino)-4H-benzo[e][1,2,4]thiadiazine 1,1-dioxide IC1=CC=CC2=C1NC(=NS2(=O)=O)NC=2C=NC(=CC2)C(C)C